C(C)OC(=O)[C@H]1O[C@]([C@H]([C@H]1C=1C(=NC(=CC1)C(F)(F)F)OC)C)(C(F)(F)F)C |r| rac-(2s,3s,4s,5r)-3-(2-methoxy-6-(trifluoromethyl)pyridin-3-yl)-4,5-dimethyl-5-(trifluoromethyl)tetrahydrofuran-2-carboxylic acid ethyl ester